2-((4-fluoro-2-methylphenyl)-amino)-N-(6-methoxy-2-methylpyridin-3-yl)-4-(methylsulfonyl)-benzamide FC1=CC(=C(C=C1)NC1=C(C(=O)NC=2C(=NC(=CC2)OC)C)C=CC(=C1)S(=O)(=O)C)C